BrC1CCC(CC1)CC(=O)OCC 1-Ethyl 2-(4-bromocyclohexyl)acetate